m-methyl-chlorobenzyl chloride CC=1C=C(C(Cl)Cl)C=CC1